3-(3,5-di-tert-butyl-4-hydroxyphenyl)-N-(4-vinylphenyl)propionamide C(C)(C)(C)C=1C=C(C=C(C1O)C(C)(C)C)CCC(=O)NC1=CC=C(C=C1)C=C